12-propyl-12-azatricyclo[6.3.1.02,7]Dodeca-2,4,6-triene hydrochloride Cl.C(CC)N1C2C3=CC=CC=C3C1CCC2